N-((1r,4r)-4-(2-hydroxy-2-methylpropoxy)cyclohexyl)-2-(1-methyl-7-oxo-3-((6-(trifluoromethyl)pyridin-3-yl)amino)-1,7-dihydro-6H-pyrazolo[4,3-d]pyrimidin-6-yl)acetamide OC(COC1CCC(CC1)NC(CN1C=NC2=C(C1=O)N(N=C2NC=2C=NC(=CC2)C(F)(F)F)C)=O)(C)C